(3,4-difluoro-5-(6-(((3aR,5s,6aS)-2-((tetrahydro-2H-pyran-4-yl)methyl)octahydrocyclopenta[c]pyrrol-5-yl)amino)pyridazin-3-yl)phenyl)(morpholino)methanone FC=1C=C(C=C(C1F)C=1N=NC(=CC1)NC1C[C@@H]2[C@@H](CN(C2)CC2CCOCC2)C1)C(=O)N1CCOCC1